N-stearylterephthalamide C(CCCCCCCCCCCCCCCCC)NC(C1=CC=C(C(=O)N)C=C1)=O